ammonium nitronate [N+]([O-])([O-])=C.[NH4+]